tert-butyl (E)-3-(1,4-dimethyl-1H-benzo[d][1,2,3]triazol-5-yl)acrylate CN1N=NC2=C1C=CC(=C2C)/C=C/C(=O)OC(C)(C)C